3'-(2-Methyl-4-oxo-5,6-dihydro-2H-2,6-methanobenzo[g][1,3,5]oxadiazocin-3(4H)-yl)-[1,1'-biphenyl]-3-carbonitrile CC12OC3=C(C(NC(N1C=1C=C(C=CC1)C1=CC(=CC=C1)C#N)=O)C2)C=CC=C3